{4-[6-(1,3-dimethyl-1H-pyrazol-4-yl)furo[2,3-d]pyrimidin-4-yl]-3-(4-fluorophenyl)-1H-pyrazol-1-yl}-2-methylpropan-2-ol CN1N=C(C(=C1)C1=CC2=C(N=CN=C2C=2C(=NN(C2)CC(C)(O)C)C2=CC=C(C=C2)F)O1)C